(S)-2-(6-butyl-5-(2,6-dimethoxyphenyl)-4-hydroxy-2-oxo-1,2-dihydropyridine-3-carboxamido)-3-cyclohexylpropionic acid C(CCC)C1=C(C(=C(C(N1)=O)C(=O)N[C@H](C(=O)O)CC1CCCCC1)O)C1=C(C=CC=C1OC)OC